gamma-(3-(methylhydroxyphosphono)-propionylamino)propyltriethoxysilane COP(=O)(OO)CCC(=O)NCCC[Si](OCC)(OCC)OCC